5-((5-(3-((1H-Indol-5-yl)oxy)phenyl)-4H-1,2,4-triazol-3-yl)methyl)-2-methylthiazole N1C=CC2=CC(=CC=C12)OC=1C=C(C=CC1)C=1NC(=NN1)CC1=CN=C(S1)C